FC(C(=O)C1=C2N(C=3C=CC(=CC13)F)CCOCC2)(F)F 2,2,2-trifluoro-1-(9-fluoro-1,2,4,5-tetrahydro-[1,4]oxazepino[4,5-a]indol-11-yl)ethan-1-one